FC1=C(CS(=NC(C2=CC=C(C=C2)C2=NOC(=N2)C(F)(F)F)=O)(=O)C)C(=CC=C1)F N-((2,6-difluorobenzyl)(methyl)(oxo)-λ6-sulfaneylidene)-4-(5-(trifluoromethyl)-1,2,4-oxadiazol-3-yl)benzamide